5,6-dimethoxy-2-aminoindane COC=1C=C2CC(CC2=CC1OC)N